(E)-3-(6-(trifluoromethyl)pyridin-3-yl)acrylic acid FC(C1=CC=C(C=N1)/C=C/C(=O)O)(F)F